(2S,5S)-(Azidomethyl)-5-methyl-1-(1-(4-(trifluoromethyl)phenyl)ethyl)piperazine N(=[N+]=[N-])C[C@H]1N(C[C@@H](NC1)C)C(C)C1=CC=C(C=C1)C(F)(F)F